2-(2-oxocyclohexyl)acetic acid O=C1C(CCCC1)CC(=O)O